ClC1=CC=C(C=C1)NNS(=O)(=O)C=1C(=NNC1C)C(F)(F)F N'-(4-chlorophenyl)-5-methyl-3-(trifluoromethyl)-1H-pyrazole-4-sulfonyl-hydrazine